6-((5-cyanopyridin-2-yl)amino)-4-((4-cyclopropyl-2-(N-methylmethanesulfonamido)phenyl)amino)-N-ethoxynicotinamide C(#N)C=1C=CC(=NC1)NC1=NC=C(C(=O)NOCC)C(=C1)NC1=C(C=C(C=C1)C1CC1)N(S(=O)(=O)C)C